4-(6-(4-(4-ethynyl-2,6-difluorobenzoyl)piperazin-1-yl)pyridin-3-yl)-6-(1-methyl-1H-pyrazol-4-yl)pyrazolo[1,5-a]pyridine-3-carbonitrile C(#C)C1=CC(=C(C(=O)N2CCN(CC2)C2=CC=C(C=N2)C=2C=3N(C=C(C2)C=2C=NN(C2)C)N=CC3C#N)C(=C1)F)F